C(C1=CC=CC=C1)C=1C=C2C(=[N+](N(C2=CC1)CC)[O-])C(C1=C(C=CC=C1)C(=O)OC(C(F)(F)F)C(F)(F)F)=O 5-Benzyl-1-ethyl-3-(2-(((1,1,1,3,3,3-hexafluoropropan-2-yl)oxy)carbonyl)benzoyl)-1H-indazole 2-oxide